(S)-Bocproline C(=O)(OC(C)(C)C)N1[C@@H](CCC1)C(=O)O